C(#N)[C@@H]1CN(C[C@H]1C1=CC(=CC=C1)OCCCCOC1=CC=C(C=C1)C1C(NC(CC1)=O)=O)C(=O)OC(C)(C)C trans-tert-butyl 3-cyano-4-(3-(4-(4-(2,6-dioxopiperidin-3-yl)phenoxy)butoxy)phenyl)pyrrolidine-1-carboxylate